lithium bromofluorosalicylate borate B([O-])(O)O.BrC1=C(C(C(=O)O)=CC=C1)OF.[Li+]